FC(C(=O)O)(F)F.NCCC1=CC=C(C=C1)NC(=O)C1=NNC(=C1)C(=O)NC1=CC=C(C=C1)CCN 1H-pyrazole-3,5-dicarboxylic acid bis-{[4-(2-amino-ethyl)-phenyl]-amide} trifluoroacetate